C(C)(C)(C)OC(N(C12CCC(CC1)(CC2)CN2N=C1C(C=NC=C1)=C2C)C)=O methyl-(4-((3-methyl-2H-pyrazolo[4,3-c]pyridin-2-yl)methyl)bicyclo[2.2.2]oct-1-yl)carbamic acid tert-butyl ester